NC=1N(C=CN1)CCC[C@@H](C(=O)N[C@@H](C(C)(C)C)C=1OC(=NN1)COC)NC(OC(C)(C)C)=O tert-butyl ((S)-5-(2-amino-1H-imidazol-1-yl)-1-(((S)-1-(5-(methoxymethyl)-1,3,4-oxadiazol-2-yl)-2,2-dimethylpropyl)amino)-1-oxopentan-2-yl)carbamate